FC(C1=C(C=CC=C1)C1CCN(CC1)C(CCC)=O)(F)F (4-(2-(trifluoromethyl)phenyl)piperidin-1-yl)butan-1-one